benzo[d]thiazole-2-carbimidate S1C(=NC2=C1C=CC=C2)C([O-])=N